OC[C@@H](C1=CC=CC=C1)N[C@H](C(=O)O)C(CC)(C)C (2S)-2-[[(1R)-2-hydroxy-1-phenyl-ethyl]amino]-3,3-dimethyl-pentanoic acid